COC(CCC1=CC=C(C(=C1)C(C)(C)C)O)=O 5-(1,1-dimethylethyl)-4-hydroxy-benzene-propanoic acid methyl ester